6,7-dimethyl-3-phenylquinoxalin-2(1H)-one CC=1C=C2N=C(C(NC2=CC1C)=O)C1=CC=CC=C1